4-((6-amino-2-butoxy-9H-purin-9-yl)methyl)benzoic acid NC1=C2N=CN(C2=NC(=N1)OCCCC)CC1=CC=C(C(=O)O)C=C1